COC=1C=C(C=CC(=O)NC(=N)N)C=CC1 (3-Methoxycinnamoyl)guanidin